NC1=C2C(=C3C(=N1)C=C(N3COCC[Si](C)(C)C)C(=O)N(C)C(C)C3=C(C=C(C=C3F)Br)F)COC2 5-amino-N-(1-(4-bromo-2,6-difluorophenyl)ethyl)-N-methyl-1-((2-(trimethylsilyl)ethoxy)methyl)-6,8-dihydro-1H-furo[3,4-d]pyrrolo[3,2-b]pyridine-2-carboxamide